COCN1N=CC(=C1)C=1C=C(CN2CCC3(CC2)COC2=C4CN(C(C4=CC=C23)=O)[C@@H]2C(NC(CC2)=O)=O)C=CC1 (S)-3-(1'-(3-(1-(methoxymethyl)-1H-pyrazol-4-yl)benzyl)-6-oxo-6,8-dihydro-2H,7H-spiro[furo[2,3-e]isoindole-3,4'-piperidin]-7-yl)piperidine-2,6-dione